2-(2-methylphenyl)-N-(5-oxo-1-phenylpyrrolidin-3-yl)acetamid CC1=C(C=CC=C1)CC(=O)NC1CN(C(C1)=O)C1=CC=CC=C1